1-((1-(4-fluorophenyl)-5-isobutyl-1H-1,2,4-triazol-3-yl)methyl)-4,4-dimethylpiperidine FC1=CC=C(C=C1)N1N=C(N=C1CC(C)C)CN1CCC(CC1)(C)C